BrC=1C=C(C(=NC1)C(=O)N(C)OC)C 5-bromo-N-methoxy-N,3-dimethylpicolinamide